BrC1=C(CNC2=C(C(=NN2C)C)CC2=C(C=C(C=C2)F)Cl)C=CC=C1 N-(2-bromobenzyl)-4-(2-chloro-4-fluorobenzyl)-1,3-dimethyl-1H-pyrazol-5-amine